COC1=CC(=CC2=C1N(C(=N2)C2=CC=1C(=NC(=CC1)[C@@H](C)NC([C@H](CC=C)OC)=O)N2CCCC=C)C)C(=O)OC(C)C isopropyl 7-methoxy-2-(6-((R)-1-((S)-2-methoxypent-4-enamido) ethyl)-1-(pent-4-en-1-yl)-1H-pyrrolo[2,3-b]pyridin-2-yl)-1-methyl-1H-benzo[d]imidazole-5-carboxylate